N-(4-((4-(2-methoxyethyl)piperazin-1-yl)methyl)pyridin-2-yl)-5-(1H-pyrazol-4-yl)thiazolo[5,4-b]pyridin-2-amine COCCN1CCN(CC1)CC1=CC(=NC=C1)NC=1SC2=NC(=CC=C2N1)C=1C=NNC1